C(C)C1=C(N=C(C(=N1)C(=O)N)NC1=CC(=C(C=C1)N1CCC(CC1)N1CCN(CC1)C)OC)NC1CCOCC1 6-ethyl-3-[[3-methoxy-4-[4-(4-methyl-1-piperazinyl)-1-piperidinyl]phenyl]amino]-5-[(tetrahydro-2H-pyran-4-yl)amino]-2-pyrazinecarboxamide